9,9-bis(2-methylpropoxy)-7-nonynoic acid ethyl ester C(C)OC(CCCCCC#CC(OCC(C)C)OCC(C)C)=O